N-hydroxyspiro[2.5]Octane-6-carboimidoyl chloride ON=C(C1CCC2(CC2)CC1)Cl